4-(anthracene-9-ylmethoxy)-4-oxo-butyric acid C1=CC=CC2=CC3=CC=CC=C3C(=C12)COC(CCC(=O)O)=O